{8-[(3-chlorophenyl)sulfonyl]-3,8-diazabicyclo[3.2.1]oct-3-yl}(1H-1,2,3-triazol-5-yl)methanone ClC=1C=C(C=CC1)S(=O)(=O)N1C2CN(CC1CC2)C(=O)C2=CN=NN2